1-((4'-Cyclopropyl-6'-methoxy-5-nitro-[2,5'-bipyrimidin]-4-yl)(4-(1-methyl-4-(Trifluoromethyl)-1H-imidazol-2-yl)benzyl)amino)cyclopropane-1-carboxylate C1(CC1)C1=NC=NC(=C1C1=NC=C(C(=N1)N(C1(CC1)C(=O)[O-])CC1=CC=C(C=C1)C=1N(C=C(N1)C(F)(F)F)C)[N+](=O)[O-])OC